C1OCC2CCCCC12 perhydroisoBenzofuran